CC1=C(C2=C(N=N1)SC1=C2N=CN=C1NCC1=CC=C(C=C1)C(CC)(CC)O)C 3-[4-[[(3,4-dimethylpyrimido[4',5':4,5]thieno[2,3-c]pyridazin-8-yl)amino]methyl]phenyl]pentan-3-ol